(2R,5S)-2-(1-(3-fluoro-5-tolyl)-3-(1H-pyrrol-3-yl)-1H-pyrazol-4-yl)-5-methyl-3-(2-(2-oxoindolin-6-yl)ethyl)oxazolidin-4-one FC=1C=C(C=C(C1)N1N=C(C(=C1)[C@H]1O[C@H](C(N1CCC1=CC=C2CC(NC2=C1)=O)=O)C)C1=CNC=C1)C